2-(2-(2-oxoimidazolidin-1-yl)ethoxy)-1-naphthonitrile O=C1N(CCN1)CCOC1=C(C2=CC=CC=C2C=C1)C#N